C(=O)[C@H]1CCC(N1C(=O)OC(C)(C)C)(C)CC1CCC(CC1)OC tert-Butyl (5R)-5-formyl-2-(((1r,4R)-4-methoxycyclohexyl)methyl)-2-methyl-pyrrolidine-1-carboxylate